FC1=C(C=CC(=C1)F)[C@@](CN1N=CN=C1)([C@@H](C)C1=NC=NC=C1F)O (2r,3s)-2-(2,4-difluorophenyl)-3-(5-fluoropyrimidin-4-yl)-1-(1H-1,2,4-triazol-1-yl)-2-butanol